6-(2,6-dichlorophenyl)-2-((3-chloro-5-trifluoromethyl-4-(4-methylpiperazin-1-yl)phenyl)amino)-8,9-dihydroimidazo[1,2-a]pyrimido[5,4-e]pyrimidin-5(6H)-one ClC1=C(C(=CC=C1)Cl)N1C=2N(C3=C(C1=O)C=NC(=N3)NC3=CC(=C(C(=C3)C(F)(F)F)N3CCN(CC3)C)Cl)CCN2